C(C)S(=O)(=O)C=1C(=NC=CC1)C1=COC2=CC(=CC=C2C1=O)C(F)(F)F 3-(3-ethylsulfonyl-2-pyridinyl)-7-(trifluoromethyl)chromen-4-one